1-(4-{6-amino-5-[1-(2-chloro-3,6-difluoro-phenyl)-ethoxy]-pyridin-3-yl}-phenyl)-3-(2-morpholin-4-yl-ethyl)-urea NC1=C(C=C(C=N1)C1=CC=C(C=C1)NC(=O)NCCN1CCOCC1)OC(C)C1=C(C(=CC=C1F)F)Cl